(S)-Methyl 5-(1-(1-(2-(2-adamantylamino)-2-oxoethyl)-2-oxo-1,2-dihydropyridin-3-ylamino)-6-(methylamino)-1,5,6-trioxohexan-2-ylcarbamoyl)nicotinat C12C(C3CC(CC(C1)C3)C2)NC(CN2C(C(=CC=C2)NC([C@H](CCC(C(=O)NC)=O)NC(=O)C=2C=NC=C(C(=O)OC)C2)=O)=O)=O